S(N)(=O)(=O)CCNCCC(=O)OCC1=CC=CC=C1 1-Benzyl 3-((2-sulfamoylethyl)amino)propanoate